3-Hydroxycamphor OC1C(C2(CCC1C2(C)C)C)=O